Cl.N1(CCOCC1)C1=NC=C(C=N1)C1=CC=C(S1)CN1C(NN=C1)=O 4-(5-[2-(morpholin-4-yl)pyrimidin-5-yl]thiophen-2-ylmethyl)-2,4-dihydro-3H-1,2,4-triazol-3-one hydrochloride